O[C@@]1([C@@H](CC[C@H](C1)C)C(C)C)C(=O)NC[C@@H]1OC(C2=CC=CC=C12)=O |&1:15| (1s,2s,5r)-1-hydroxy-2-isopropyl-5-methyl-N-((1RS)-(3-oxo-1,3-dihydroisobenzofuran-1-yl)methyl)cyclohexane-1-carboxamide